CN(C1C(C=2C=3C(=CNC3C=CC2)C1)=O)CC1(OCCO1)C 4-(methyl((2-methyl-1,3-dioxolan-2-yl)methyl)amino)-3,4-dihydrobenzo[cd]indol-5(1H)-one